OCCCCCCCCCCCNC(=O)C1=C[C@H]([C@H]([C@@H](C1)OCCC(=O)OC(C)(C)C)OCCC(=O)OC(C)(C)C)OCCC(=O)OC(C)(C)C tri-tert-butyl 3,3',3''-(((1R,2S,3R)-5-((11-hydroxyundecyl)carbamoyl)cyclohex-4-ene-1,2,3-triyl)tris(oxy))tripropionate